BrC=1C=C2CCOCC2=C(C1)CO (6-bromoisochroman-8-yl)methanol